BrC=1N(C2=CC=CC=3C4=C[C@H](CN([C@@H]4CC1C32)C)C(N(CC)CC)=O)C(=O)OCC ethyl (6aR,9R)-5-bromo-9-(diethylcarbamoyl)-7-methyl-6a,7,8,9-tetrahydroindolo[4,3-fg]quinoline-4(6H)-carboxylate